(R)-1-(1-(4-cyclopropylphenyl)ethyl)-4-(propane-1-yn-1-yl)-1H-indazole-7-carboxylic acid methyl ester COC(=O)C=1C=CC(=C2C=NN(C12)[C@H](C)C1=CC=C(C=C1)C1CC1)C#CC